ClC1=CC=C(C(=N1)C(=O)NS(=O)(=O)C)N[C@H](C)C=1C=C(C=C2C(N(C(=NC12)N1CCN(CC1)C1=CC=C(C=C1)C#N)C)=O)C (R)-6-chloro-3-((1-(2-(4-(4-cyanophenyl)piperazin-1-yl)-3,6-dimethyl-4-oxo-3,4-dihydroquinazolin-8-yl)ethyl)amino)-N-(methylsulfonyl)picolinamide